(8-((4-(isopropylamino)-5-(trifluoromethyl)-7H-pyrrolo[2,3-d]pyrimidin-2-yl)amino)-2,3-dihydrobenzo[b][1,4]dioxin-5-yl)(4-(oxetan-3-yl)piperazin-1-yl)methanone C(C)(C)NC=1C2=C(N=C(N1)NC1=CC=C(C3=C1OCCO3)C(=O)N3CCN(CC3)C3COC3)NC=C2C(F)(F)F